BrC=1C=C(C=CC1)C(C#C)=O 1-(3-bromophenyl)prop-2-yn-1-one